N-(4-((6,7-dimethoxyquinolin-4-yl)oxy)-3-fluorophenyl)-5-(4-fluorophenyl)-6-oxo-2,3,5,6-tetrahydrofuro[3,2-c]pyridine-7-carboxamide COC=1C=C2C(=CC=NC2=CC1OC)OC1=C(C=C(C=C1)NC(=O)C1=C2C(=CN(C1=O)C1=CC=C(C=C1)F)CCO2)F